C(CCCCC)OC(C1=CC=CC=C1)=O hexyl-benzoate